5-(2,2-difluoro-2H-1,3-benzodioxol-5-yl)-6-(1-{[p-(trifluoromethyl)phenyl]methyl}-1H-pyrazol-4-yl)-4-pyrimidinylamine FC1(OC2=C(O1)C=CC(=C2)C=2C(=NC=NC2C=2C=NN(C2)CC2=CC=C(C=C2)C(F)(F)F)N)F